C(C)(C)(C)OC(=O)N(CC(=O)OC)[C@H]1CCC2=C(C=CC=C12)C(N)=NO methyl (S)-N-(tert-butoxycarbonyl)-N-(4-(N'-hydroxycarbamimidoyl)-2,3-dihydro-1H-inden-1-yl)glycinate